isopropyl (S)-6-diazo-2-((R)-2-hydroxy-2-(thiophen-3-yl)acetamido)-5-oxohexanoate [N+](=[N-])=CC(CC[C@@H](C(=O)OC(C)C)NC([C@@H](C1=CSC=C1)O)=O)=O